O1N=CCC12CN(CC2)C(=O)[O-] 1-oxa-2,7-diazaspiro[4.4]non-2-ene-7-carboxylate